C(C1=CC=CC=C1)[N+]1(C(CCC1)CNC(C(C1=CC=CC=C1)C1=CC=CC=C1)=O)C 1-benzyl-2-((2,2-diphenylacetamido)methyl)-1-methylpyrrolidin-1-ium